4-[6-(1-Ethylpyrazol-4-yl)pyrazolo[1,5-a]pyridin-3-yl]benzonitrile C(C)N1N=CC(=C1)C=1C=CC=2N(C1)N=CC2C2=CC=C(C#N)C=C2